FC(CCNCCOC=1C(=C(C(=CC1)F)[C@H]1N([C@@H](CC2=C1NC1=CC=C(C=C21)F)C)C[C@H](C(=O)OC)C)C)F methyl (R)-3-((1R,3R)-1-(3-(2-((3,3-difluoropropyl) amino) ethoxy)-6-fluoro-2-methylPhenyl)-6-fluoro-3-methyl-1,3,4,9-tetrahydro-2H-pyrido[3,4-b]Indol-2-yl)-2-methylpropionate